(1S,9S)-9-ethyl-5-fluoro-9-hydroxy-1-(3-hydroxypropyl)-1,4-dimethyl-1,2,3,9,12,15-hexahydro-10H,13H-benzo[de]pyrano[3',4':6,7]indolizino[1,2-b]quinoline-10,13-dione C(C)[C@]1(C(OCC=2C(N3CC=4C(=NC=5C=C(C(=C6C5C4[C@](CC6)(C)CCCO)C)F)C3=CC21)=O)=O)O